cyclopenta[f]naphthalen-1-yl acetate C(C)(=O)OC1C=CC=2C1=C1C=CC=CC1=CC2